OCCS(=O)(=O)C=1C=C(OC[C@H](CNC2COC3(C2)CCN(CC3)S(=O)(=O)C3=CC2=CC=CC=C2C=C3)O)C=CC1 (2S)-1-(3-(2-Hydroxyethylsulfonyl)phenoxy)-3-(8-(naphthalin-2-ylsulfonyl)-1-oxa-8-azaspiro[4.5]decan-3-ylamino)propan-2-ol